The molecule is an androstanoid that is (5alpha)-androst-3-ene substituted by an oxo group at position 5. It has a role as a human metabolite. It is a 17-oxo steroid and an androstanoid. C[C@]12CCC=C[C@@H]1CC[C@@H]3[C@@H]2CC[C@]4([C@H]3CCC4=O)C